N[C@@H](C(=O)NC1=C(C=C(C(=C1)C)C1=C2C(=NC=C1)NC=C2)F)C(C)(C)C (2R)-2-Amino-N-[2-fluoro-5-methyl-4-(1H-pyrrolo[2,3-b]pyridin-4-yl)phenyl]-3,3-dimethyl-butanamide